ClC1=CC(=C(C=C1)C1=C(N(N=N1)C)CN1N=CC(=CC1=O)N1CC(C1)OC1=NC=NC=C1)F 2-[[5-(4-chloro-2-fluoro-phenyl)-3-methyl-triazol-4-yl]methyl]-5-(3-pyrimidin-4-yloxyazetidin-1-yl)pyridazin-3-one